2,3,4,6-tetrakis(3,6-dimethyl-9H-carbazol-9-yl)-5-(4,6-diphenylpyrimidin-2-yl)benzonitrile CC=1C=CC=2N(C3=CC=C(C=C3C2C1)C)C1=C(C#N)C(=C(C(=C1N1C2=CC=C(C=C2C=2C=C(C=CC12)C)C)N1C2=CC=C(C=C2C=2C=C(C=CC12)C)C)C1=NC(=CC(=N1)C1=CC=CC=C1)C1=CC=CC=C1)N1C2=CC=C(C=C2C=2C=C(C=CC12)C)C